C1(CC1)CN1C(N(C(C(=C1)C(=O)NC1=CC=C(OC=2C3=C(N=CN2)CN(CC3)C(=O)OC(C)(C)C)C=C1)=O)C1=CC=C(C=C1)F)=O tert-butyl 4-(4-(1-(cyclopropylmethyl)-3-(4-fluorophenyl)-2,4-dioxo-1,2,3,4-tetrahydropyrimidine-5-carboxamido)phenoxy)-5,6-dihydropyrido[3,4-d]pyrimidine-7(8H)-carboxylate